(2S,3S)-ethyl 3-((2-(2-chloro-5-trityl-5H-pyrrolo[2,3-b]pyrazin-7-yl)-7-isopropyl-7H-pyrrolo[2,3-d]pyrimidin-4-yl)amino)bicyclo[2.2.2]octane-2-carboxylate ClC=1N=C2C(=NC1)N(C=C2C=2N=C(C1=C(N2)N(C=C1)C(C)C)N[C@@H]1[C@H](C2CCC1CC2)C(=O)OCC)C(C2=CC=CC=C2)(C2=CC=CC=C2)C2=CC=CC=C2